trans-2-phenyl-vinyl-boric acid C1(=CC=CC=C1)/C=C/OB(O)O